4-methyl-N-[(2S)-2-hydroxypropyl]Benzenesulfonamide CC1=CC=C(C=C1)S(=O)(=O)NC[C@H](C)O